OC[C@H]1OC[C@@H]2[C@@H]1OC(O2)(C)C (3aR,6R,6aR)-6-(hydroxymethyl)-2,2-dimethyltetrahydrofuro[3,4-d][1,3]dioxol